1-(4,4-difluorocyclohexyl)-3,3-dimethyl-2,3-dihydro-1H-pyrrolo[3,2-b]pyridine-5-carboxylic acid methyl ester COC(=O)C1=CC=C2C(=N1)C(CN2C2CCC(CC2)(F)F)(C)C